C(C)(C)N1C(C=CC(=C1)C1=NC(=NC=C1)NC1=CC=C(C=C1)S(=O)(=O)C)=O isopropyl-5-(2-(4-(methylsulfonyl)phenyl)aminopyrimidin-4-yl)-pyridin-2(1H)-one